COC1CCC2(CCN(CC2)C(=O)OC(C)(C)C)CC1 tert-butyl 9-methoxy-3-azaspiro[5.5]undecane-3-carboxylate